C(C)(C)(C)OC(=O)N1C[C@@H](CC1)OC=1C=C(C(C(=O)OC)=CC1)C(=O)OC Dimethyl (R)-4-((1-(tert-butoxycarbonyl)pyrrolidin-3-yl)oxy)phthalate